BrC=1C=C(C=O)C=CC1Br 3,4-dibromobenzaldehyde